(R)-N-(4-bromobenzyl)-1-(2-(p-tolyl)-2H-pyrazolo[3,4-d]pyrimidin-4-yl)piperidine-3-carboxamide BrC1=CC=C(CNC(=O)[C@H]2CN(CCC2)C=2C=3C(N=CN2)=NN(C3)C3=CC=C(C=C3)C)C=C1